BrC=1SC2=C(N1)C(=CC(=C2)C(=O)OC)C2CCC2 methyl 2-bromo-4-cyclobutylbenzo[d]thiazole-6-carboxylate